N-vinyl-5-methylpyrrolidone C(=C)N1C(CCC1C)=O